COC(C1=C(C=CC=C1)C1=NC(=NC=C1C)NC=1C=NN(C1)CCO)=O (2-((1-(2-hydroxyethyl)-1H-pyrazol-4-yl)amino)-5-methylpyrimidin-4-yl)benzoic acid methyl ester